C1(CC1)C(=O)NC1=CC(=C(N=N1)C(=O)NC([2H])([2H])[2H])NC1=C(C(=CC=C1)C1=NN(C=N1)C)OC 6-[(Cyclopropylcarbonyl)amino]-4-[[2-methoxy-3-(1-methyl-1H-1,2,4-triazol-3-yl)phenyl]amino]-N-(methyl-d3)-3-pyridazinecarboxamide